tert-butyl 3-(hydroxymethyl)-2-oxa-8-azaspiro[4.5]decane-8-carboxylate OCC1OCC2(C1)CCN(CC2)C(=O)OC(C)(C)C